C1(=CC=CC=C1)CS(=O)(=O)OC1=C(OC(C1=O)([2H])C1=CC=C(C=C1)OC)N 2-amino-5-(4-methoxyphenyl)-4-oxo-4,5-dihydrofuran-3-yl-5-d phenylmethanesulfonate